C1(=CC=C(C=C1)OC(C(=O)O)=C)C 2-(p-tolyloxy)acrylic acid